C1(CCC1)CC(C(C=CC1=CC(=C(C=C1)F)F)=O)C(C=CC1=CC(=C(C=C1)F)F)=O 4-(cyclobutylmethyl)-1,7-bis(3,4-difluorophenyl)hept-1,6-diene-3,5-dione